N-(3-bromo-4-chlorophenyl)-3-chloropropionamide BrC=1C=C(C=CC1Cl)NC(CCCl)=O